1-(2-methylimidazo[1,2-b]pyridazin-8-yl)pyridin-4(1H)-one CC=1N=C2N(N=CC=C2N2C=CC(C=C2)=O)C1